CN1C2=C(CCC(C1=O)NC(=O)C=1OC(=NN1)C1(CC1)C1=CC=CC=C1)C=CC=N2 N-(9-methyl-8-oxo-6,7,8,9-tetrahydro-5H-pyrido[2,3-b]azepin-7-yl)-5-(1-phenylcyclopropyl)-1,3,4-oxadiazole-2-carboxamide